tert-butyl 3-[2-methyl-4-({(1R)-1-[2-methyl-3-(trifluoromethyl)phenyl]ethyl}amino)pyrido[2,3-d]pyrimidin-6-yl]azetidine-1-carboxylate CC=1N=C(C2=C(N1)N=CC(=C2)C2CN(C2)C(=O)OC(C)(C)C)N[C@H](C)C2=C(C(=CC=C2)C(F)(F)F)C